C(=O)C1C2=CC(=CC=C2C=2C=CC(=CC12)C(=O)O)C(=O)O 9-formyl-2,7-dicarboxyfluorene